C(C)(C)(C)NS(=O)(=O)C=1C=C(C=CC1)NC(C1=C(C=C(C=C1)S(NCCO)(=O)=O)N1CCC2(CC2)CC1)=O N-(3-(N-(tert-butyl)sulfamoyl)phenyl)-4-(N-(2-hydroxyethyl)sulfamoyl)-2-(6-azaspiro[2.5]octan-6-yl)benzamide